methyl-2-amino-5-(4-((1r,5s)-3-isopropyl-3-azabicyclo[3.1.0]hex-1-yl)phenyl)nicotinic acid CC1=NC(=C(C(=O)O)C=C1C1=CC=C(C=C1)[C@@]12CN(C[C@H]2C1)C(C)C)N